N-Phenethyl-4-phenyl-1H-imidazole-1-carboxamide C(CC1=CC=CC=C1)NC(=O)N1C=NC(=C1)C1=CC=CC=C1